ClC1=C(C(=CC=C1Cl)O)[C@H]1C[C@@H]2N(C(CN(C2)[C@@H]2[C@H](CC2)O)=O)C1 |o1:17,18| (7R,8aS)-7-(2,3-dichloro-6-hydroxyphenyl)-2-[(1S,2S)-rel-2-hydroxycyclobutyl]-hexahydropyrrolo[1,2-a]pyrazin-4-one